((((1r,3R,5S,7r)-3,5-dimethyladamantan-1-yl) carbamoyl) oxy) methylbenzoate CC1=C(C(=O)OOC(NC23C[C@]4(C[C@](CC(C2)C4)(C3)C)C)=O)C=CC=C1